C1(C(C)N1)=O α-propiolactam